indeno[2,1-b]indol C1=C2C=3C(=NC2=CC=C1)C=C1C=CC=CC13